1-(3-chloro-5-(2,5-dimethyl-1H-pyrrol-1-yl)-2-methylphenyl)-3-methyl-3-azabicyclo[3.1.0]hexane ClC=1C(=C(C=C(C1)N1C(=CC=C1C)C)C12CN(CC2C1)C)C